Cl.Cl.NCCN1CCN(CC1)C=1C=C2CN(C(C2=CC1)=O)C1C(NC(CC1)=O)=O 3-(5-(4-(2-aminoethyl)piperazin-1-yl)-1-oxoisoindolin-2-yl)piperidine-2,6-dione bis-hydrochloride salt